N-(3-Dimethylaminopropyl)-2-(4-methoxy-phenylamino)-benzamide CN(CCCNC(C1=C(C=CC=C1)NC1=CC=C(C=C1)OC)=O)C